4-Ethyl-3-methylaniline C(C)C1=C(C=C(N)C=C1)C